N,N,1-trimethyl-3-(5-(4-(2-oxopyrrolidin-1-yl)phenyl)pyridin-3-yl)-1H-pyrazolo[3,4-b]pyridine-5-carboxamide CN(C(=O)C=1C=C2C(=NC1)N(N=C2C=2C=NC=C(C2)C2=CC=C(C=C2)N2C(CCC2)=O)C)C